6-chloro-N-[3-[5-chloro-2-(difluoromethoxy)phenyl]-1H-pyrazol-4-yl]imidazo[1,2-b]pyridazine-3-carboxamide ClC=1C=CC=2N(N1)C(=CN2)C(=O)NC=2C(=NNC2)C2=C(C=CC(=C2)Cl)OC(F)F